tert-butyl 8-(6-chloro-2-(3-methyl-1-((2-(trimethylsilyl) ethoxy) methyl)-1H-pyrazol-4-yl) pyrido[3,4-d]pyrimidin-4-yl)-2,8-diazaspiro[4.5]decane-2-carboxylate ClC1=CC2=C(N=C(N=C2N2CCC3(CCN(C3)C(=O)OC(C)(C)C)CC2)C=2C(=NN(C2)COCC[Si](C)(C)C)C)C=N1